2-(6-(2-hydroxypropan-2-yl)pyridin-2-yl)Propionamide OC(C)(C)C1=CC=CC(=N1)C(C(=O)N)C